amino-2'-fluoro-2'-deoxyadenosine N[C@@]1([C@@H]([C@H](O)[C@@H](CO)O1)F)N1C=NC=2C(N)=NC=NC12